COC1=C(C=CC=C1)SCC(OCC)OCC (2,2-diethoxyethyl) (2-methoxyphenyl) thioether